C1(=CC=CC=C1)S(=O)(=O)N1C=CC2=CC=CC=C12 1-(benzenesulfonyl)-1H-indole